ClC1=NC=CC(=C1Cl)C1=NC(=C(C=C1)CNC[C@@H]1CCC(N1)=O)OC (S)-5-((((2',3'-Dichloro-6-methoxy-[2,4'-bipyridin]-5-yl)methyl)amino)methyl)pyrrolidin-2-one